1-(2-(tert-butylamino)-4-(((1R,3R,4R)-3-hydroxy-4-methylcyclohexyl)amino)pyrimidin-5-yl)ethan-1-one C(C)(C)(C)NC1=NC=C(C(=N1)N[C@H]1C[C@H]([C@@H](CC1)C)O)C(C)=O